2-[2-(5-{[(tert-butyldimethylsilyl)oxy]methyl}-1-methyl-1,2,3,4-tetrahydroisoquinolin-2-yl)-2-oxoethyl]-6-{5-chloro-2-[(oxan-4-yl)amino]pyrimidin-4-yl}-2,3-dihydro-1H-isoindol-1-one [Si](C)(C)(C(C)(C)C)OCC1=C2CCN(C(C2=CC=C1)C)C(CN1C(C2=CC(=CC=C2C1)C1=NC(=NC=C1Cl)NC1CCOCC1)=O)=O